C(C\C=C/CCCCC)OC(CCCCC(=O)O)=O 6-[(Z)-non-3-enoxy]-6-oxo-hexanoic acid